5,6-di(2-butyloctyloxy)benzo-thiadiazole C(CCC)C(COC=1C(=CC2=C(N=NS2)C1)OCC(CCCCCC)CCCC)CCCCCC